FC=1C=C(C=CC1F)NC=1C=CC2=C(N(C=3CC[C@H](CC23)NC)C)N1 (R)-N2-(3,4-difluorophenyl)-N6,9-dimethyl-6,7,8,9-tetrahydro-5H-pyrido[2,3-b]indole-2,6-diamine